NC1=C2N=CN(C2=NC(=N1)C1=CC=NC=C1)C1CCC(CC1)C(=O)NC1=CC(=CC=C1)C 4-[6-amino-2-(pyridin-4-yl)-9H-purin-9-yl]-N-(3-methylphenyl)cyclohexanecarboxamide